((6-(((tert-butyldiphenylsilyl) oxy) methyl) tetrahydro-2H-pyran-3-yl) amino)-2-chloropyrimidine-5-carboxylate [Si](C1=CC=CC=C1)(C1=CC=CC=C1)(C(C)(C)C)OCC1CCC(CO1)NC1=NC(=NC=C1C(=O)[O-])Cl